aminocresol NC1=C(C(=CC=C1)O)C